3-(2-(((3-chlorophenyl)sulfonyl)oxy)phenyl)-5-phenyl-1H-pyrazole ClC=1C=C(C=CC1)S(=O)(=O)OC1=C(C=CC=C1)C1=NNC(=C1)C1=CC=CC=C1